phenyl-(4-t-butylphenyl)phosphine C1(=CC=CC=C1)PC1=CC=C(C=C1)C(C)(C)C